BrC=1C(=C(C=CC1)NC(=O)C1=NN2C([C@H](CCC2)NCCO)=C1)Cl (4S)-N-(3-bromo-2-chloro-phenyl)-4-(2-hydroxyethylamino)-4,5,6,7-tetrahydropyrazolo[1,5-a]pyridine-2-carboxamide